C=12NC(=CC=3C1C=CC=CC3)N2 epiminocyclohepta[c]pyridin